ClC1(C2N(CC3N(C21)CCN(C3)C(C=C)=O)C3=CC=C(C=C3)C(F)(F)F)Cl 1-(1,1-dichloro-2-(4-(trifluoromethyl)phenyl)octahydrocyclopropa[e]pyrazino[1,2-a]pyrazin-5(1H)-yl)prop-2-en-1-one